(S)-4-(1-((5-methoxy-7-methyl-1H-indol-4-yl)methyl)-4-(2,2,2-trifluoroethyl)piperazin-2-yl)benzoic acid COC=1C(=C2C=CNC2=C(C1)C)CN1[C@H](CN(CC1)CC(F)(F)F)C1=CC=C(C(=O)O)C=C1